ethyl 2-(3-cyclopropyl-4,5-dihydro-isoxazol-5-yl)-5-ethylsulfonyl-1-methyl-imidazole-4-carboxylate C1(CC1)C1=NOC(C1)C=1N(C(=C(N1)C(=O)OCC)S(=O)(=O)CC)C